S1CCNC=C1C(=O)O dihydro-2H-1,4-thiazine-6-carboxylic acid